ClC1=CC=C(C=C1)CCC(=O)NC=1C=NN(C1)C1=C(C=NC=C1)C 3-(4-chlorophenyl)-N-(1-(3-methylpyridin-4-yl)-1H-pyrazol-4-yl)propanamide